1-di-(2-ethylhexyl)amino-3,4-dimethylenehex-5-ene C(C)C(CN(CCC(C(C=C)=C)=C)CC(CCCC)CC)CCCC